O1CCC(CC1)CN1C[C@@H]2[C@H](C1)CC(C2)NC=2SC(=CN2)C2=CC=CC=C2 N-[(3aR,5s,6aS)-2-(tetrahydro-pyran-4-ylmethyl)-3,3a,4,5,6,6a-hexahydro-1H-cyclopenta[c]pyrrol-5-yl]-5-phenyl-thiazol-2-amine